C(C=C)(=O)NCC acryloyl-N-ethylamin